2-(4-acetyl-1-oxo-[1,2,4]triazino[4,5-a]indol-2-yl)-N-pyrimidin-4-yl-acetamide C(C)(=O)C1=NN(C(C=2N1C=1C=CC=CC1C2)=O)CC(=O)NC2=NC=NC=C2